C(=C)C1=NC(=CN=C1)C 2-ethenyl-6-methyl-Pyrazine